N-[[2'-(1H-tetrazol-5-yl)[1,1'-biphenyl]-4-yl]methyl]-L-valine N1N=NN=C1C1=C(C=CC=C1)C1=CC=C(C=C1)CN[C@@H](C(C)C)C(=O)O